C1(CC1)NC=O Cyclopropylformamide